COC1=CC(=NC=C1)C=1N=C(C2=C(N1)CCC2)N(CC(=O)NC=2C=NN(C2)C)C 2-{[2-(4-methoxypyridin-2-yl)-5H,6H,7H-cyclopenta[d]pyrimidin-4-yl](methyl)amino}-N-(1-methyl-1H-pyrazol-4-yl)acetamide